N1C(NC=C1)=[NH2+] Imidazole-2(3H)-iminium